C(C)(C)(C)OC(=O)N1C2=C(C=C1)SC=C2 4H-thieno[3,2-b]pyrrole-4-carboxylic acid tert-butyl ester